C1(CCCC1)C=1C=C(C(=NC1)NC(=O)C1=C(C=CC(=C1)[N+](=O)[O-])SC1=NN=NN1CCCNC(OC(C)(C)C)=O)F tert-butyl N-{3-[5-({2-[(5-cyclopentyl-3-fluoropyridin-2-yl)carbamoyl]-4-nitrophenyl}sulfanyl)-1H-1,2,3,4-tetrazol-1-yl]propyl}carbamate